FC1=CC(=C(C=C1)N1CN(C(C2=CC=C(C=C12)C(F)(F)F)=O)C=1C=C(C(=O)O)C=CC1)C 3-(1-(4-fluoro-2-methylphenyl)-4-oxo-7-(trifluoromethyl)-1,4-dihydro-quinazolin-3(2H)-yl)benzoic acid